NC1=NC=C(C2=C1C(=C(N2C)C2=CC=C(C=C2)NC(C=C)=O)C2=CC=C(C=C2)OC2=NN(C=C2)C)C#N N-(4-(4-amino-7-cyano-1-methyl-3-(4-((1-methyl-1H-pyrazol-3-yl)oxy)phenyl)-1H-pyrrolo[3,2-c]pyridin-2-yl)phenyl)acrylamide